CC1=C2C(=NC=C1)NC=C2 4-methyl-1H-pyrrolo[2,3-b]pyridine